C(=[NH2+])(N)N.[Cl-] The molecule is an organic chloride salt and a one-carbon compound. It has a role as a protein denaturant. It contains a guanidinium.